FS(=O)(=O)N(S(=O)(=O)F)[K] [bis(fluorosulfonyl)amino]potassium